(8-Cyclopropyl-2-(tetrahydro-2H-pyran-4-yl)quinolin-6-yl)methanol C1(CC1)C=1C=C(C=C2C=CC(=NC12)C1CCOCC1)CO